lithium 2-(2-methyl-1-(2-(trifluoromethyl)pyridin-4-yl)azetidin-3-yl)acetate CC1N(CC1CC(=O)[O-])C1=CC(=NC=C1)C(F)(F)F.[Li+]